COC1(CC1)C(=O)NC=1C=C2C(=CC(=NC2=CC1)C1=CN=CS1)OCCOC 1-methoxy-N-(4-(2-methoxyethoxy)-2-(thiazol-5-yl)quinolin-6-yl)cyclopropane-1-carboxamide